Glucosyl-2-Deoxyglucose ethyl-2-((2-((2,3-dimethoxyphenyl)amino)-2-oxoethyl)thio)-1H-imidazole-4-carboxylate C(C)N1C(=NC(=C1)C(=O)O)SCC(=O)NC1=C(C(=CC=C1)OC)OC.C1([C@H](O)[C@@H](O)[C@H](O)[C@H](O1)CO)C(=O)C[C@@H](O)[C@H](O)[C@H](O)CO